tert-butyl 4-[8-fluoro-1-oxo-6-(4,4,5,5-tetramethyl-1,3,2-dioxaborolan-2-yl)phthalazin-2-yl]piperidine-1-carboxylate FC=1C=C(C=C2C=NN(C(C12)=O)C1CCN(CC1)C(=O)OC(C)(C)C)B1OC(C(O1)(C)C)(C)C